(1R,5S,6S)-3-(propan-2-yl)-3-azabicyclo[3.1.0]hexan-6-ol CC(C)N1C[C@@H]2C([C@@H]2C1)O